FC1=CN=CC2=C1C(=NC=1N2C(=NN1)C)N1CCOCC2=C1C=CC=C2 1-(6-fluoro-1-methylpyrido[4,3-e][1,2,4]triazolo[4,3-a]pyrimidin-5-yl)-1,2,3,5-tetrahydrobenzo[e][1,4]oxazepine